[5-[2-[2-(4-Isocyanatobenzoyl)oxypropanoyloxy]-ethoxy]-1-methyl-2-oxo-pentyl]-4-isocyanatobenzoate N(=C=O)C1=CC=C(C(=O)OC(C(=O)OCCOCCCC(C(C)OC(C2=CC=C(C=C2)N=C=O)=O)=O)C)C=C1